(NZ,R)-2-methyl-N-[1-[2-methyl-5-nitro-3-(trifluoromethyl)phenyl]ethylidene]propane-2-sulfinamide CC(C)(C)[S@@](=O)\N=C(\C)/C1=C(C(=CC(=C1)[N+](=O)[O-])C(F)(F)F)C